1-[(2S)-1,1,1-trifluoropropan-2-yl]pyrazole-4-carboxamide FC([C@H](C)N1N=CC(=C1)C(=O)N)(F)F